BrC=1C=C(C(=O)OC)C=CC1OC1CC(C1)CO[Si](C)(C)C(C)(C)C methyl 3-bromo-4-[3-[[tert-butyl (dimethyl)silyl] oxymethyl]cyclobutoxy]benzoate